(R)-1-((4-(difluoromethyl)-5'-fluoro-2'-methyl-[2,4'-bipyridin]-5-yl)oxy)-2,4-dimethylpentan-2-amine FC(C1=CC(=NC=C1OC[C@@](CC(C)C)(N)C)C1=CC(=NC=C1F)C)F